CN([C@H]([C@H](C)NC=1C2=C(C(N(N1)C)=O)N=CC=C2)C2=CC=C(C(=O)N1CCC3(CCN(CC3)C3=CC=C(C=C3)C3C(NC(CC3)=O)=O)CC1)C=C2)C 3-(4-(9-(4-((1S,2S)-1-(dimethylamino)-2-((7-methyl-8-oxo-7,8-dihydropyrido[2,3-d]pyridazin-5-yl)amino)propyl)benzoyl)-3,9-diazaspiro[5.5]undecan-3-yl)phenyl)-piperidine-2,6-dione